CC(C)(C)C 2,2-Dimethylpropane